[Ca+2].[N+](=O)([O-])[O-].[Ca+2].[N+](=O)([O-])[O-].[N+](=O)([O-])[O-].[N+](=O)([O-])[O-] calcium nitrate calcium salt